(S)-5-((1-(3-(4-(5-chloropyrimidin-2-yl)piperazine-1-carbonyl)azetidin-1-yl)propan-2-yl)amino)-4-(trifluoromethyl)pyridazin-3(2H)-one ClC=1C=NC(=NC1)N1CCN(CC1)C(=O)C1CN(C1)C[C@H](C)NC1=C(C(NN=C1)=O)C(F)(F)F